5-hydroxy-N-(isoxazol-4-yl)-1-methyl-6-oxo-2-(pyridin-4-yl)-1,6-dihydropyrimidine-4-carboxamide OC1=C(N=C(N(C1=O)C)C1=CC=NC=C1)C(=O)NC=1C=NOC1